9,9'-(2,6-bis(3,6-dimethyl-9H-carbazol-9-yl)-[4,4'-bipyridine]-3,5-diyl)bis(3,6-diphenyl-9H-carbazole) CC=1C=CC=2N(C3=CC=C(C=C3C2C1)C)C1=NC(=C(C(=C1N1C2=CC=C(C=C2C=2C=C(C=CC12)C1=CC=CC=C1)C1=CC=CC=C1)C1=CC=NC=C1)N1C2=CC=C(C=C2C=2C=C(C=CC12)C1=CC=CC=C1)C1=CC=CC=C1)N1C2=CC=C(C=C2C=2C=C(C=CC12)C)C